O=C1C(=CC(=CN1)[C@@H](C)ONC(=O)N1CCN(CC1)C=1N=CC(=C2C1NC=C2)C(F)(F)F)C(F)(F)F (R)-N-(1-(6-oxo-5-(trifluoromethyl)-1,6-dihydropyridin-3-yl)ethoxy)-4-(4-(trifluoromethyl)-1H-pyrrolo[2,3-c]pyridin-7-yl)piperazine-1-carboxamide